5-isopropylindole-2,3-dione C(C)(C)C=1C=C2C(C(NC2=CC1)=O)=O